N-(2-(3,3-dimethyl-2-(2-isopropylphenyl)cyclobut-1-en-1-yl)phenyl)acetamide CC1(C(=C(C1)C1=C(C=CC=C1)NC(C)=O)C1=C(C=CC=C1)C(C)C)C